NC1=NC2=CC(=CC=C2C=C1F)CN(C(=O)C=1C=NC=CC1)C1=C(C=C(C=C1)F)OC N-[(2-amino-3-fluoroquinolin-7-yl)methyl]-N-(4-fluoro-2-methoxyphenyl)pyridine-3-carboxamide